NC1=C(N(N=C1)COCC[Si](C)(C)C)C1=C(C=NC(=C1)Cl)N 4-[4-amino-2-(2-trimethylsilylethoxymethyl)pyrazol-3-yl]-6-chloro-pyridin-3-amine